FC1=C(C=C(C=C1)OC=1C(=C2C=CNC2=CC1F)C)C=1NC(=NN1)CC=1C=C(C=CC1)C=CC(=O)OCC ethyl 3-(3-((5-(2-fluoro-5-((6-fluoro-4-methyl-1H-indol-5-yl)oxy)phenyl)-4H-1,2,4-triazol-3-yl)methyl)phenyl)acrylate